O=C1CC=2C(C=3N(C1)N=C1C3CN(CC1)C(=O)OCCCC)=NOC2 Butyl 5-oxo-5,6,9,10-tetrahydro-4H-isoxazolo[3,4-c]pyrido[4',3':3,4]pyrazolo[1,5-a]azepine-11(12H)-carboxylate